C(\C=C\C)(=O)N1C(CC(CC1(C)C)OC(\C=C\C)=O)(C)C 1-crotonoyl-4-crotonoxy-2,2,6,6-tetramethylpiperidine